O=C1NC(CCC1N1C(C2=CC=CC(=C2C1=O)NC(CCCC(=O)O)=O)=O)=O 5-((2-(2,6-dioxopiperidin-3-yl)-1,3-dioxoisoindolin-4-yl)amino)-5-oxopentanoic acid